OC=1C=C(C=CC1)[C@@H](OC1=CC=C2C(CCOC2=C1)=O)C1=CC=NC=C1 (S)-7-((3-Hydroxyphenyl)(pyridin-4-yl)methoxy)chroman-4-one